2-(2,2,2-trifluoroethyl)-N-(5-(((4-(trifluoromethyl)benzyl)oxy)methyl)-1H-indol-3-yl)-2-azaspiro[3.3]heptane-6-sulfonamide FC(CN1CC2(C1)CC(C2)S(=O)(=O)NC2=CNC1=CC=C(C=C21)COCC2=CC=C(C=C2)C(F)(F)F)(F)F